2-chloro-6,7-dihydro-5H-pyrrolopyrimidine hydrochloride Cl.ClC1=NC2=C(C=N1)NCC2